NC1=NC(=NC=C1)C=1C(=NN(C1OCC[C@H](C)NC1=C(C=NC(=C1)Cl)C1=NC=C(C=C1F)C(C)(C)O)C)C (S)-2-(4'-((4-((4-(4-aminopyrimidin-2-yl)-1,3-dimethyl-1H-pyrazol-5-yl)oxy)butan-2-yl)amino)-6'-chloro-3-fluoro-[2,3'-bipyridin]-5-yl)propan-2-ol